[2-(cyclopropoxy)thiazol-5-yl]methanol C1(CC1)OC=1SC(=CN1)CO